ClC1=CC(=C(C=C1)CC(=O)C1=CNC2=CC=C(C=C12)OC(F)(F)F)OC 2-(4-chloro-2-methoxy-phenyl)-1-(5-(trifluoromethoxy)-1H-indol-3-yl)ethanone